tert-butyl ((1-(2-(4-chloro-3-(trifluoromethyl)phenyl)-5-cyanopyrimidin-4-yl) pyrrolidin-3-yl)methyl)carbamate ClC1=C(C=C(C=C1)C1=NC=C(C(=N1)N1CC(CC1)CNC(OC(C)(C)C)=O)C#N)C(F)(F)F